C(C)C1=CC=C(C=C1)CC(C=O)(C)C 3-(4-ethylphenyl)-2,2-dimethyl-propanal